NC1=NN2C(C=C(C=C2)C=2C(=C(OCC(C(CC)(F)F)(O)C=3C=NC=CC3)C(=CC2)F)F)=N1 (3-(2-amino-[1,2,4]triazolo[1,5-a]pyridin-7-yl)-2,6-difluorophenoxy)-3,3-difluoro-2-(pyridin-3-yl)pentan-2-ol